3-[2-(piperidinyl)ethyl]urea N1(CCCCC1)CCNC(N)=O